C(C=C)(=O)OC(CC1=NC=C(C=C1)C(C)O)C (5-(1-hydroxyethyl)pyridin-2-yl)propan-2-ol E-2-Propenoate